ClC1=C(C(=O)N(CC=2OC=CC2)CC2=C(C=C(C=C2)N2CCCC2)N(S(=O)(=O)C=2C=CC3=C(C(=C(O3)C(=O)O)C)C2)CC)C=CC=C1 5-(N-(2-((2-chloro-N-(furan-2-ylmethyl)benzoylamino)methyl)-5-(pyrrolidin-1-yl)phenyl)-N-ethylsulfamoyl)-3-methylbenzofuran-2-carboxylic acid